3-((2S)-2-hydroxy-3-(8-(3'-(methylsulfonyl)biphenyl-3-ylsulfonyl)-1-oxa-8-azaspiro[4.5]decan-3-ylamino)propoxy)-N-methylbenzenesulfonamide O[C@H](COC=1C=C(C=CC1)S(=O)(=O)NC)CNC1COC2(C1)CCN(CC2)S(=O)(=O)C=2C=C(C=CC2)C2=CC(=CC=C2)S(=O)(=O)C